BrC=1C=C(C(=O)N2CCC(CC2)N2CC(C2)(N2N=CC(=C2)C=2C3=C(N=CN2)NC=C3)CC#N)C=C(C1)F {1-[1-(3-bromo-5-fluorobenzoyl)piperidin-4-yl]-3-[4-(7H-pyrrolo[2,3-d]pyrimidin-4-yl)-1H-pyrazol-1-yl]azetidin-3-yl}acetonitrile